(R)-1-(6-(benzenesulfonyl)-1-((S)-1-(4,4,4-trifluorobutyl)pyrrolidin-3-yl)-1,6-dihydroimidazo[4,5-d]pyrazolo[3,4-b]pyridin-2-yl)ethanol C1(=CC=CC=C1)S(=O)(=O)N1N=CC=2C1=NC=C1C2N(C(=N1)[C@@H](C)O)[C@@H]1CN(CC1)CCCC(F)(F)F